BrC1=CC=C(C=C1)[C@@H]1CCN[C@H]2C[C@@H]12 |r| rac-(1S,5R,6S)-5-(4-bromoPhenyl)-2-azabicyclo[4.1.0]Heptane